CC1=CC=C2C=CC(=NC2=C1)C1=CC=C(C=C1)S(=O)(=O)N 4-(7-methylquinolin-2-yl)benzenesulfonamide